(7S,8R)-7-((R)-5H-Imidazo[5,1-a]isoindol-5-yl)-5,6,7,8-tetrahydroisochinolin-8-ol C=1N=CN2C1C1=CC=CC=C1[C@H]2[C@@H]2CCC=1C=CN=CC1[C@@H]2O